N[N+]1=C(C(=CC(=C1)Br)OC)C 1-amino-5-bromo-3-methoxy-2-methylpyridin-1-ium